CC(C(C(=O)OCCC(=C(F)F)F)N1N=CC(=C1)C)C 3,4,4-trifluorobut-3-en-1-yl 3-methyl-2-(4-methyl-1H-pyrazol-1-yl)butanoate